Methyl-4-[6-[(5-chloro-2-methyl-pyrimidin-4-yl)amino]-3-methyl-2-oxo-benzimidazol-1-yl]-2-methyl-butanoat COC(C(CCN1C(N(C2=C1C=C(C=C2)NC2=NC(=NC=C2Cl)C)C)=O)C)=O